N[C@@H]1C2=CC=CC=C2CC12CCN(CC2)C=2NC(C1=C(N2)NN=C1C(=C)C1=C(C(=NC=C1)Cl)Cl)=O (S)-6-(1-amino-1,3-dihydro-spiro[inden-2,4'-piperidin]-1'-yl)-3-(1-(2,3-dichloropyridin-4-yl)vinyl)-1H-pyrazolo[3,4-d]pyrimidin-4(5H)-one